COCCOC1=C(C=CC=C1)C1=CC=2C(=CN=C(C2)NC(=O)C2CC2)N1C N-(2-(2-(2-methoxyethoxy)phenyl)-1-methyl-1H-pyrrolo[2,3-c]pyridin-5-yl)cyclopropanecarboxamide